tert-butyl (4-(5-(difluoromethyl)-2-(2-formamidopyridin-3-yl)-3H-imidazo[4,5-b]pyridin-3-yl)benzyl)carbamate FC(C1=CC=C2C(=N1)N(C(=N2)C=2C(=NC=CC2)NC=O)C2=CC=C(CNC(OC(C)(C)C)=O)C=C2)F